C1(=CC=CC=C1)[S-].[Cu+] copper(I) thiophenolate